FC(CN1N=C(C(=C1)CC=1C=NN(C1)C)C)F 4-{[1-(2,2-difluoroethyl)-3-methyl-1H-pyrazol-4-yl]methyl}-1-methyl-1H-pyrazol